(S)-N1-(4-fluorobenzyl)-N2-(7-(4-hydroxybut-1-yn-1-yl)-5-methyl-4-oxo-2,3,4,5-tetrahydrobenzo[b][1,4]oxazepin-3-yl)oxalamide FC1=CC=C(CNC(C(=O)N[C@@H]2C(N(C3=C(OC2)C=CC(=C3)C#CCCO)C)=O)=O)C=C1